C1(CC1)N1C[C@@H]([C@@H](CC1)OC=1C=CC(=NC1)C1=NSC(=N1)NC1=NC=CC=C1C(C)C)F 3-(5-((3S,4R)-1-cyclopropyl-3-fluoropiperidin-4-yloxy)pyridin-2-yl)-N-(3-isopropylpyridin-2-yl)-1,2,4-thiadiazol-5-amine